ClC1=NC(=CC(=N1)C1(CCCCC1)O)N1[C@@H](COCC1)C (R)-1-(2-chloro-6-(3-methylmorpholino)pyrimidin-4-yl)cyclohexan-1-ol